C(C)(C)(C)C1=NN(C(=C1C=O)Cl)C(C)C 3-TERT-BUTYL-5-CHLORO-1-(PROPAN-2-YL)-1H-PYRAZOLE-4-CARBALDEHYDE